ClC1=C(C2=C(N=C(O2)C2=CC=CC=C2)C=C1)Cl 6,7-dichloro-2-phenylbenzoxazole